FC=1C(=CC2=C(C(NC=3CNCC(C23)N(C(=O)C=2NC3=CC=C(C(=C3C2)C(F)F)F)C)=O)C1)F N-(8,9-Difluoro-6-oxo-1,2,3,4,5,6-hexahydrobenzo[c][1,7]naphthyridin-1-yl)-4-(difluoromethyl)-5-fluoro-N-methyl-1H-indole-2-carboxamide